[Si](C)(C)(C(C)(C)C)OC1CCN(CC1)C1=C(C=CC=C1)N[C@H](C)C=1C=C(C=C2C(N(C(=NC12)C1CCOCC1)C)=O)C (R)-8-(1-((2-(4-((tert-butyldimethylsilyl)oxy)piperidin-1-yl)phenyl)amino)ethyl)-3,6-dimethyl-2-(tetrahydro-2H-pyran-4-yl)quinazolin-4(3H)-one